N1=C(C=CC=C1)CCN1OC=NC1C1=CC=C(C=C1)Cl N-(2-(pyridin-2-yl)ethyl)-3-(p-chlorophenyl)-1,2,4-oxadiazole